C1CC12CSC=C2 5-thiaspiro[2.4]hept-6-ene